3-(4-(3-hydroxyazetidin-1-yl)-2-oxo-7-(trifluoromethyl)pyrido[2,3-d]pyrimidin-1(2H)-yl)benzonitrile OC1CN(C1)C=1C2=C(N(C(N1)=O)C=1C=C(C#N)C=CC1)N=C(C=C2)C(F)(F)F